CC=1OC2=C(N1)C=CC(=C2)C2=NC1=C(N2)C=CC(=C1)N 2-(2-Methylbenzo[d]oxazol-6-yl)-1H-benzo[d]imidazol-5-amine